C(C)(C)(C)OC(=O)N(C(OC(C)(C)C)=O)C1=NC(=CN=C1Cl)SC=1C(=NC=CC1)C(F)(F)F tert-butyl (tert-butoxycarbonyl)(3-chloro-6-((2-(trifluoromethyl)pyridin-3-yl)thio)pyrazin-2-yl)carbamate